methyl-2'-oxo-1',2',5,6-tetrahydro-[3,3'-bipyridine]-1(2H)-carboxylate COC(=O)N1CC(=CCC1)C=1C(NC=CC1)=O